5-amino-6-fluoro-2,3-dihydro-1H-inden-1-one NC=1C=C2CCC(C2=CC1F)=O